5-(1,3-dioxolan-2-yl)thiazole-2-carboxylic acid O1C(OCC1)C1=CN=C(S1)C(=O)O